2,5-Anhydro-D-allononitrile C([C@H]1[C@H](O)[C@H](O)[C@H](O1)CO)#N